C[Se]C=1C=C(C=C(C1OC)OC)N1C([C@H]([C@@H]1C1=CC(=C(C=C1)OC)O)CCl)=O (3S,4R)-1-(3-methylseleno-4,5-dimethoxyphenyl)-4-(3-hydroxy-4-methoxyphenyl)-3-chloromethylazetidin-2-one